OC/C(=C/CNC1=C2N=CN(C2=NC=N1)[C@H]1[C@H](O)[C@@H](O)[C@H](O)[C@H](O1)CO)/C 6-(E)-(4-hydroxy-3-methylbut-2-en-1-ylamino)-9-β-D-glucopyranosylpurine